N-((6S,7S)-6-((2,3'-difluoro-[1,1'-biphenyl]-3-yl)methyl)-5-azaspiro[2.4]heptan-7-yl)methanesulfonamide hydrochloride Cl.FC1=C(C=CC=C1C[C@@H]1NCC2(CC2)[C@@H]1NS(=O)(=O)C)C1=CC(=CC=C1)F